CN1N=C(C2=CC(=CC=C12)C1=C(N=C2N1N=C(C=C2NCC2=CC=NC=C2)C)C)C 3-(1,3-dimethyl-1H-indazol-5-yl)-2,6-dimethyl-N-(pyridin-4-ylmethyl)imidazo[1,2-b]pyridazin-8-amine